[5-bromo-2-methyl-1-(2-trimethylsilylethoxymethyl)-imidazol-4-yl]methanol BrC1=C(N=C(N1COCC[Si](C)(C)C)C)CO